ClC1=C(C=CC=C1)CC(=O)NC1=CC(=C(C=C1)N1N=CC(=C1)NC([C@H](C(F)(F)F)C)=O)S(NCC1=C(C=C(C=C1)OC)OC)(=O)=O |r| (+-)-N-[1-(4-{[(2-chlorophenyl)acetyl]amino}-2-[(2,4-dimethoxybenzyl)sulfamoyl]phenyl)-1H-pyrazol-4-yl]-3,3,3-trifluoro-2-methylpropanamide